CC1=C(C(=O)N)C=C(C=C1)N1CCNCC1 2-methyl-5-(piperazin-1-yl)benzamide